FC(C=1C=CC(=NC1)C1=NN(C2=CC=CC=C12)C1CN(CC1)C(C=C)=O)(F)F 1-(3-(3-(5-(trifluoromethyl)pyridin-2-yl)-1H-indazol-1-yl)pyrrolidin-1-yl)prop-2-en-1-one